C1NCC12CC(C2)OC2=CC=C(C=C2)S(C(F)(F)F)(=O)=N [4-(2-Azaspiro[3.3]heptane-6-yloxy)phenyl]-imino-oxo-(trifluoromethyl)-λ6-sulfane